CON1C(C2(C3=CC=CC=C13)CCC(CC2)N2C[C@@H](CCC2)C2=NC(=NO2)C)=O methoxy-4-[(3R)-3-(3-methyl-1,2,4-oxadiazol-5-yl)piperidin-1-yl]spiro[cyclohexane-1,3'-indole]-2'(1'H)-one